C(C(C)C)OC([C@@H](F)ON1[C@@H]2C=C([C@H](N(C1=O)C2)C(N)=O)C)=O (2R)-2-[[(2S,5R)-2-carbamoyl-3-methyl-7-oxo-1,6-diazabicyclo[3.2.1]oct-3-en-6-yl]oxy]-2-fluoro-acetic acid isobutyl ester